4-fluoro-3-hydroxy-6-methylpicolinic acid FC1=C(C(=NC(=C1)C)C(=O)O)O